C(=CC)N1CCN(CC1)C1=CC=C(C=C1)C=1C=2N(C=C(C1)OC1CCOCC1)N=CC2C#N 4-(4-(4-propenylpiperazin-1-yl)phenyl)-6-((tetrahydro-2H-pyran-4-yl)oxy)pyrazolo[1,5-a]pyridine-3-carbonitrile